CS(=O)(=O)C1=C(C=CC=C1)C1=C2C(=NC(=C1)N1C(COCC1)C)C(=NS2)C2=CC(=NN2)C 4-[7-(2-methanesulfonylphenyl)-3-(3-methyl-1H-pyrazol-5-yl)-[1,2]thiazolo[4,5-b]pyridin-5-yl]-3-methylmorpholine